4-(4-Aminophenoxy)-N-methylpyridine NC1=CC=C(OC2=CCN(C=C2)C)C=C1